N-(2-((4-(5-(2-cyclopentylethyl)-1,2,4-oxadiazol-3-yl)-2-nitrophenyl)amino)ethyl)benzamide C1(CCCC1)CCC1=NC(=NO1)C1=CC(=C(C=C1)NCCNC(C1=CC=CC=C1)=O)[N+](=O)[O-]